2-(7-(tert-Butoxycarbonyl)-6-methyl-2,3-dihydro-1H-pyrrolizin-5-yl)-2-oxoacetic acid C(C)(C)(C)OC(=O)C=1C(=C(N2CCCC12)C(C(=O)O)=O)C